C1(=CC=CC=C1)S(=O)(=O)NCCNS(=O)(=O)C1=CC=CC=C1 diphenylsulfonyl-ethylenediamine